C(C)[C@@]1(CC[C@@]2(C3=CC[C@@]4([C@H](CC[C@H]4[C@@H]3CC[C@H]2C1)[C@@H](CC[C@@]1(COCC1)O)C)C)C)O (R)-3-((R)-3-((3S,5S,8S,10S,13R,14S,17R)-3-ethyl-3-hydroxy-10,13-dimethyl-2,3,4,5,6,7,8,10,12,13,14,15,16,17-tetradecahydro-1H-cyclopenta[a]phenanthren-17-yl)butyl)tetrahydrofuran-3-ol